COC=1C=C2CCN(CC2=CC1NC1=NC2=CC(=CC=C2C=N1)C=1C=NC=C2C=CC=NC12)C N-(6-methoxy-2-methyl-1,2,3,4-tetrahydroisoquinolin-7-yl)-7-(1,6-naphthyridin-8-yl)quinazolin-2-amine